ClC1=C(OC2=CC=CC3=C2NC(=NS3(=O)=O)NCC3=C(C=CC2=CC=CC=C32)OC)C=CC=C1 5-(2-chlorophenoxy)-3-(((2-methoxynaphthalen-1-yl)methyl)amino)-4H-benzo[e][1,2,4]thiadiazine 1,1-dioxide